trans-4-((4-(2-Isopropylthiazol-5-yl)pyridin-2-yl)((trans-4-(4-methoxy-3-methylphenyl)cyclohexyl)methyl)carbamoyl)-cyclohexyl 3-hydroxyazetidine-1-carboxylate OC1CN(C1)C(=O)O[C@@H]1CC[C@H](CC1)C(N(C[C@@H]1CC[C@H](CC1)C1=CC(=C(C=C1)OC)C)C1=NC=CC(=C1)C1=CN=C(S1)C(C)C)=O